(1R,3S,5R)-2-(2-(4-amino-7-phenyl-9H-pyrimido[4,5-b]indol-9-yl)acetyl)-N-(6-bromopyridin-2-yl)-2-azabicyclo[3.1.0]hexane-3-carboxamide NC1=NC=NC=2N(C3=CC(=CC=C3C21)C2=CC=CC=C2)CC(=O)N2[C@@H]1C[C@@H]1C[C@H]2C(=O)NC2=NC(=CC=C2)Br